FC1=CC(=C(C=C1NC(C(F)(F)F)=O)S(=O)(=O)Cl)C 4-fluoro-2-methyl-5-[(trifluoroacetyl)amino]benzenesulfonyl chloride